FC1=C(C=C(C=C1F)F)N1N=CC=C1N 1-(2,3,5-trifluorophenyl)-1H-pyrazol-5-amine